2-(3-(8,8-Difluoro-2-(methylsulfonyl)-5,6,7,8-tetrahydroquinazolin-4-yl)-3-azabicyclo[3.1.1]Heptane-6-yl)ethyl acetate C(C)(=O)OCCC1C2CN(CC1C2)C2=NC(=NC=1C(CCCC21)(F)F)S(=O)(=O)C